NC1=NC=NC=2N(C3=CC(=C(C=C3C21)C)OC)CC(=O)O 2-(4-amino-7-methoxy-6-methyl-9H-pyrimido[4,5-b]indol-9-yl)acetic acid